4-cyclopropyl-6-ethenyl-2H,3H-pyrrolo[3,4-c]pyridin-1-one C1(CC1)C1=NC(=CC2=C1CNC2=O)C=C